3-(4-(dimethylamino)benzoylamino)-5-(4-methylbenzoyl)-5,6-dihydropyrrolo[3,4-c]Pyrazole-1(4H)-carboxylic acid ethyl ester C(C)OC(=O)N1N=C(C2=C1CN(C2)C(C2=CC=C(C=C2)C)=O)NC(C2=CC=C(C=C2)N(C)C)=O